ClC1=NC(=C(C(=N1)N1CC2(CN(C2)C(=O)[O-])CC1)[N+](=O)[O-])CC1(CCCC2=CC=CC=C12)C(=O)OC 6-(2-Chloro-6-((1-(methoxycarbonyl)-1,2,3,4-tetrahydronaphthalen-1-yl)methyl)-5-nitropyrimidin-4-yl)-2,6-Diazaspiro[3.4]octane-2-carboxylate